C(C=C)(=O)N1CCN(CC1)C1=NC(N2C3=C(C(=C(C=C13)C(F)(F)F)C1=C(C=C(C(=C1)Cl)Cl)Cl)SC[C@@H]2COCOC)=O (3S,10R)-7-(4-acryloylpiperazin-1-yl)-10-(5-chloro-2,4-dichlorophenyl)-3-((methoxymethoxy)methyl)-9-(trifluoromethyl)-2,3-dihydro-5H-[1,4]thiazino[2,3,4-ij]quinazolin-5-one